C(C)(C)OC1=CC(=C(C=C1)N1C2=C(SC=3N=CC=C(NC1=O)C32)C(=O)N)C (R)-(4-isopropoxy-2-methylphenyl)-4-oxo-4,5-dihydro-3H-1-thia-3,5,8-triazaacenaphthylene-2-carboxamide